C1(=CC=CC=C1)C(=CCN(C(OCC1=CC=CC=C1)=O)CCN1CCCC1)C1=CC=CC=C1 benzyl (3,3-diphenylallyl)(2-(pyrrolidin-1-yl)ethyl)carbamate